CC1(COC1)NC(O[C@H]1C[C@H](CC1)C1=CC(=NN1)NC=1C(=NC=CC1)C)=O (1R,3S)-3-(3-((2-methylpyridin-3-yl)amino)-1H-pyrazol-5-yl)cyclopentyl (3-methyloxetan-3-yl)carbamate